FC([C@H]1N(C(OC1)=C=O)C=1N=C2N(CCOC3=C2C=CC(=C3)N[C@H](C(N)=S)C)C1)F (S)-2-((2-((S)-4-(difluoromethyl)-2-carbonyloxazolidin-3-yl)-5,6-dihydrobenzo[f]imidazo[1,2-d][1,4]oxazepin-9-yl)amino)propanthioamide